2-fluoro-N,N-dimethyl-5-nitro-4-(prop-1-en-2-yl)aniline FC1=C(N(C)C)C=C(C(=C1)C(=C)C)[N+](=O)[O-]